C(C)C1CCC=2NC3=CC=C(C=C3C2C1)CC 3,6-diethyl-2,3,4,9-tetrahydrocarbazole